(2R)-2-amino-1-(4-(4-((3-(1-(but-3-yn-2-yl)-3-(difluoromethyl)-1H-pyrazol-4-yl)imidazo[1,2-a]pyrazin-8-yl)amino)-2-ethylbenzoyl)piperazin-1-yl)-3-methylbutan-1-one N[C@@H](C(=O)N1CCN(CC1)C(C1=C(C=C(C=C1)NC=1C=2N(C=CN1)C(=CN2)C=2C(=NN(C2)C(C)C#C)C(F)F)CC)=O)C(C)C